C(C=C)(=O)OC(=CC(C)C)S(=O)(=O)[O-].[Na+] sodium acryloxyisopentenesulfonate